3-(4-amino-5-chloro-6-(1-((5,6-dihydro-4H-pyrrolo[1,2-b]pyrazol-2-yl)methyl)-1H-1,2,3-triazol-4-yl)pyrimidin-2-yl)-2-methylbenzonitrile NC1=NC(=NC(=C1Cl)C=1N=NN(C1)CC=1C=C2N(N1)CCC2)C=2C(=C(C#N)C=CC2)C